OC(CN)O Dihydroxylethylamine